N,N,3-trimethyl-4,5,6,7-tetrahydropyrazolo[1,5-a]pyrazine-2-carboxamide CN(C(=O)C1=NN2C(CNCC2)=C1C)C